(E)-2-(((4-ethoxy-4-oxobut-2-en-1-yl) thio) (4-fluorophenyl) methyl)-2-hydroxymalonate C(C)OC(/C=C/CSC(C(C(=O)[O-])(C(=O)[O-])O)C1=CC=C(C=C1)F)=O